C(C)(C)(C)OC(=O)N1CC=2C=CC(=NC2CC1CC(C)C)P(=O)(OCC)OCC 2-(diethoxyphosphoryl)-7-isobutyl-7,8-dihydro-1,6-naphthyridine-6(5H)-carboxylic acid tert-butyl ester